tert-butyl 2-[4-[4-[(2,6-dioxo-3-piperidyl)amino]-3-phenoxy-phenyl]-1-piperidyl]acetate O=C1NC(CCC1NC1=C(C=C(C=C1)C1CCN(CC1)CC(=O)OC(C)(C)C)OC1=CC=CC=C1)=O